BrC1=CC=CC(=N1)NC(=O)[C@H]1N([C@@H]2C[C@@H]2C1)C(CN1C=CC=2C1=NC=C(C2)C(=O)O)=O 1-(2-((1R,3S,5R)-3-((6-bromopyridin-2-yl)carbamoyl)-2-azabicyclo[3.1.0]hexan-2-yl)-2-oxoethyl)-1H-pyrrolo[2,3-b]pyridine-5-carboxylic acid